3-((2-fluoro-5-(trifluoromethoxy)phenyl)amino)-4-methoxycyclobut-3-ene-1,2-dione FC1=C(C=C(C=C1)OC(F)(F)F)NC=1C(C(C1OC)=O)=O